ClC=1C=2N(C=C(C1)NC(=O)C1=CC=C(C3=CN(N=C13)COCC[Si](C)(C)C)N1CCN(CC1)C(=O)OC(C)(C)C)C=C(N2)C tert-butyl 4-[7-({8-chloro-2-methylimidazo[1,2-a]pyridine-6-yl} carbamoyl)-2-{[2-(trimethyl silyl)ethoxy]methyl}-indazol-4-yl]piperazine-1-carboxylate